C(O)C(CCCCCCC)(CO)CO trimethylolOctane